2-(4-fluoro-2-methylphenoxy)-5-methyl-N-(6-oxo-1,6-dihydropyridazin-4-yl)-4-(trifluoromethyl)benzamide FC1=CC(=C(OC2=C(C(=O)NC=3C=NNC(C3)=O)C=C(C(=C2)C(F)(F)F)C)C=C1)C